methyl-[1,1'-biphenyl]-3-amine CC1=C(C=CC=C1N)C1=CC=CC=C1